lauric acid sodium glutamate N[C@@H](CCC(=O)[O-])C(=O)[O-].[Na+].C(CCCCCCCCCCC)(=O)O.[Na+]